CN1C(=CC=2N=CSC21)C(=O)O 4-methyl-4H-pyrrolo[3,2-d]thiazole-5-carboxylic acid